5-[8,8-Dimethyl-1-(2-oxa-7-aza-spiro[4.4]non-7-yl)-5,6-dihydro-8H-7-oxa-2,4,4b,9-tetraaza-fluoren-3-yl]-pyrimidin-2-ylamine CC1(OCCN2C=3N=C(N=C(C3N=C12)N1CC2(CCOC2)CC1)C=1C=NC(=NC1)N)C